P(=O)(OC1=C(C=C(C=C1)C(C)(C)C)C(C)(C)C)(OC1=C(C=C(C=C1)C(C)(C)C)C(C)(C)C)O bis(2,4-di-t-butylphenyl) hydrogen phosphate